C(CCCCCCC\C=C/CCCCCCCC)(=O)OCC(CNC(C(CC(=O)OC(C)(C)C)N)=O)OC(CCCCCCC\C=C/CCCCCCCC)=O 3-(2-amino-4-(tert-butoxy)-4-oxobutanamido)propane-1,2-diyl dioleate